methyl 4-(4-(difluoromethyl)piperidin-2-yl)benzoate FC(C1CC(NCC1)C1=CC=C(C(=O)OC)C=C1)F